1-(5-bromo-2-thiomorpholinophenyl)-N,N-dimethylmethylamine BrC=1C=CC(=C(C1)CN(C)C)N1CCSCC1